2-((R)-3-methylpyrrolidin-1-yl)ethan-1-one C[C@H]1CN(CC1)CC=O